[(3R)-3-butanoyloxybutyl] (3R)-3-butanoyloxybutanoate C(CCC)(=O)O[C@@H](CC(=O)OCC[C@@H](C)OC(CCC)=O)C